N-(2-(hexahydropyrrolo[3,2-b]pyrrol-1(2H)-yl)-2-oxoethyl)-3-(trifluoromethyl)benzamide N1(C2C(CC1)NCC2)C(CNC(C2=CC(=CC=C2)C(F)(F)F)=O)=O